3-(3,4-diphenylethoxyphenoxy)propan-2-ol C1(=CC=CC=C1)C=1C(=C(OCC(C)O)C=CC1C1=CC=CC=C1)OCC